OC[C@H]1N2C=3C(=C(SC3C(NC1)=O)C=1C=NNC1)OCC2 (S)-6-(hydroxymethyl)-2-(1H-pyrazol-4-yl)-4,5,7,8-tetrahydro-3-oxa-1-thia-5a,8-diazabenzo[cd]azulen-9(6H)-one